COC1=C(C=CC=C1)C1=C(C(=O)O)C=CN=C1 3-(2-methoxyphenyl)isonicotinic acid